trichloro(tert-amylimino)vanadium(V) Cl[V](=NC(C)(C)CC)(Cl)Cl